amino-4-chloro-4''-sulfamoyl-N-(thiophen-3-yl)-[1,1':3',1''-terphenyl]-5'-carboxamide NC1=C(C=CC(=C1)Cl)C1=CC(=CC(=C1)C(=O)NC1=CSC=C1)C1=CC=C(C=C1)S(N)(=O)=O